FC=1C=C(C=CC1OC1=C2C(=NC=C1)NN=C2NC(CO)C2CCOCC2)NC(=O)C=2C(N(N=CC2)C2=CC=C(C=C2)F)=O N-(3-fluoro-4-((3-((2-hydroxy-1-(tetrahydro-2H-pyran-4-yl)ethyl)amino)-1H-pyrazolo[3,4-b]pyridin-4-yl)oxy)phenyl)-2-(4-fluorophenyl)-3-oxo-2,3-dihydropyridazine-4-carboxamide